6-bromo-1-cyclopentyl-4-fluoro-1H-indole-2-carboxylic acid ethyl ester C(C)OC(=O)C=1N(C2=CC(=CC(=C2C1)F)Br)C1CCCC1